N-(2-chloro-6-methylphenyl)-2-((6-(4-((6-(2,4-dioxotetrahydropyrimidin-1(2H)-yl)pyridazin-3-yl)methyl)piperazin-1-yl)-2-methylpyrimidin-4-yl)amino)thiazole-5-carboxamide ClC1=C(C(=CC=C1)C)NC(=O)C1=CN=C(S1)NC1=NC(=NC(=C1)N1CCN(CC1)CC=1N=NC(=CC1)N1C(NC(CC1)=O)=O)C